N1CC(C1)N1CC2(C1)CCN(CC2)C(=O)OC(C)(C)C tert-butyl 2-(azetidin-3-yl)-2,7-diazaspiro[3.5]nonane-7-carboxylate